COC=1C=C(C2=C(C(=NS2(=O)=O)N(\N=C\C2=CC(=C(C=C2)O)OC)C)C1)OC 4-[(E)-[(5,7-dimethoxy-1,1-dioxo-1,2-benzothiazol-3-yl)-methyl-hydrazono]methyl]-2-methoxy-phenol